ClC=1C(=NC(=NC1)C=1C=C(C=NC1)C#N)C(F)(F)F 5-[5-chloro-4-(trifluoromethyl)pyrimidin-2-yl]pyridine-3-carbonitrile